1-(4-Fluoro-2-methylphenyl)-3-(6-methoxy-2-methylpyridin-3-yl)-6-(trifluoromethyl)-2,3-dihydropyrido[2,3-d]pyrimidin-4(1H)-one FC1=CC(=C(C=C1)N1CN(C(C2=C1N=CC(=C2)C(F)(F)F)=O)C=2C(=NC(=CC2)OC)C)C